Methyl 6-bromo-2-(trifluoromethyl)-1H-benzimidazole-4-carboxylate BrC=1C=C(C2=C(NC(=N2)C(F)(F)F)C1)C(=O)OC